zinc phenylphosphonate salt C1(=CC=CC=C1)P([O-])([O-])=O.[Zn+2]